[2H][B-]([2H])([2H])[2H] tetradeuterioboranuide